1-(2-cyanobenzyl)piperazine C(#N)C1=C(CN2CCNCC2)C=CC=C1